CN(C)NC1CCCCC1 dimethylaminocyclohexyl-amine